[N+](=O)([O-])C1=C(C=NC=C1)C1=C(C=C(N1)C(=O)OCC)C(=O)OCC diethyl 5-(4-nitropyridin-3-yl)-1H-pyrrole-2,4-dicarboxylate